2-(((4-hydroxyphenyl)imino)methyl)phenol OC1=CC=C(C=C1)N=CC1=C(C=CC=C1)O